Ethyl 3-(tert-butoxycarbonyl(3-methoxy-4-methylphenyl)carbamoyl)bicyclo[3.1.0]hexane-6-carboxylate C(C)(C)(C)OC(=O)N(C(=O)C1CC2C(C2C1)C(=O)OCC)C1=CC(=C(C=C1)C)OC